(3S)-5,6-dichloro-1'-(2-hydroxyacetyl)-7-methyl-1H-spiro[indole-3,3'-pyrrolidin]-2-one ClC=1C=C2C(=C(C1Cl)C)NC([C@]21CN(CC1)C(CO)=O)=O